C(CCCCC)C=1C(=C(C(=O)O)C=CC1)N.C(C=1C(N)=CC=CC1)(=O)OCCCCCC 1-hexyl anthranilate (hexyl 2-aminobenzoate)